2-(Piperidin-2-yl)quinoline N1C(CCCC1)C1=NC2=CC=CC=C2C=C1